(E)-4-bromo-N-(4-(8-(4-chloro-2-methyl-6-(trifluoromethyl)-2H-indazol-5-yl)indolizine-3-carbonyl)-2,6-difluorophenyl)but-2-enamide BrC/C=C/C(=O)NC1=C(C=C(C=C1F)C(=O)C1=CC=C2C(=CC=CN12)C1=C(C2=CN(N=C2C=C1C(F)(F)F)C)Cl)F